4-(2-benzyloxy-6-bromo-4-fluoro-phenyl)-2,2-dimethyl-but-3-yn-1-ol C(C1=CC=CC=C1)OC1=C(C(=CC(=C1)F)Br)C#CC(CO)(C)C